C(C)(C)(C)OC(=O)NCC1=CC(=C(C=C1)NC(=O)C1=CC2=C(OCCC3=C2SC=C3)C=C1C=1C(=NC(=CC1)C(NCCC)=O)C(=O)OC)OCCCCC(=O)OCC methyl 3-(9-((4-(((tert-butoxycarbonyl)amino)methyl)-2-((5-ethoxy-5-oxopentyl)oxy)phenyl)carbamoyl)-4,5-dihydrobenzo[b]thieno[2,3-d]oxepin-8-yl)-6-(propylcarbamoyl)picolinate